Adamantane-1-carboxylic acid 3,4-dihydroxy-benzylamide OC=1C=C(CNC(=O)C23CC4CC(CC(C2)C4)C3)C=CC1O